N-(3-chlorobenzyl)acetamide ClC=1C=C(CNC(C)=O)C=CC1